FCCCNC(=O)C(CC)(CC)NC(C1=NC=CC=C1)=O N-(3-(3-fluoropropylcarbamoyl)pentan-3-yl)picolinamide